C(#N)C=1C=C(C=CC1)C1=CC(=CO1)C(=O)NC1=NC(=NS1)CC(C(F)(F)F)(C)O 5-(3-Cyanophenyl)-N-(3-(3,3,3-trifluoro-2-hydroxy-2-methylpropyl)-1,2,4-thiadiazol-5-yl)furan-3-carboxamide